C(C1=CC=CC=C1)OCC(C)OC1=CC=2N(C=C1S(=O)(=O)C(C)(C)C)C=CN2 7-((1-(benzyloxy)propan-2-yl)oxy)-6-(tert-butylsulfonyl)imidazo[1,2-a]pyridine